CN1N=CC(=C1C)C#CC=1C=NC=CC1NC(C)=O N-(3-((1,5-dimethyl-1H-pyrazol-4-yl)ethynyl)pyridin-4-yl)acetamide